FC1=C(C=CC(=N1)NCC=1C(=NC=CC1)OC(C)C)CC1=CNC2=NC=C(C=C21)C [6-Fluoro-5-(5-methyl-1H-pyrrolo[2,3-b]pyridin-3-ylmethyl)-pyridin-2-yl]-(2-isopropoxy-pyridin-3-ylmethyl)-amine